ethyl 8'-methyl-1',5'-dihydrospiro[cyclopropane-1,4'-furo[2,3-g]indazole]-7'-carboxylate CC1=C(OC=2CC3(C=4C=NNC4C21)CC3)C(=O)OCC